C(C)(C)[Si](OCCC(=O)O)(C(C)C)C(C)C 3-((triisopropylsilyl)oxy)propanoic acid